2-[1-(2-Trifluoromethyl-pyridin-4-yl)-azetidin-3-yl]-1-(3,4,5-trimethyl-6,8-dihydro-1,2,3a,7-tetraaza-as-indacen-7-yl)-ethanone FC(C1=NC=CC(=C1)N1CC(C1)CC(=O)N1CC=2C(=C(N3C(=NN=C3C2C1)C)C)C)(F)F